CC1=C(C(=C(C(=C1C)C)OC)OC)OC 4,5,6-trimethyl-1,2,3-trimethoxybenzene